C1=NC=NC=2C=CC3=C(C12)CCC3 8,9-dihydro-7H-cyclopenta[f]quinazoline